[OH-].[OH-].C(CCC[N+]1=CC(=CC=C1)CCCC)[N+]1=CC(=CC=C1)CCCC 1,1'-(butane-1,4-diyl)bis(3-butylpyridin-1-ium) dihydroxide